C(C)(C)(C)OC(=O)N1CCC(=CC1)C=1C=NC(=CC1)C(=O)OC methyl 1'-(tert-butylcarboxy)-1',2',3',6'-tetrahydro-[3,4'-bipyridine]-6-carboxylate